N-(2-(4-(3,4-dichloro-phenyl)piperazin-1-yl)ethyl)-1H-indol-2-carboxamide ClC=1C=C(C=CC1Cl)N1CCN(CC1)CCNC(=O)C=1NC2=CC=CC=C2C1